CC1=C(C=C(C#N)C=C1)C(/C=C(/C=O)\C)(CC=C(C)C)C (E)-4-methyl-3-(2,4,7-trimethyl-1-oxooct-2,6-dien-4-yl)benzonitrile